ClC=1C=C2C(N=C(NC2=CC1)C(=O)OC)=O methyl 6-chloro-4-oxo-1,4-dihydroquinazoline-2-carboxylate